(((2R,3S,4S,5S,6R)-3,4,5-trihydroxy-6-(4-nitrophenoxy) tetrahydro-2H-pyran-2-yl) methyl) malonate C(CC(=O)[O-])(=O)OC[C@H]1O[C@@H]([C@H]([C@H]([C@@H]1O)O)O)OC1=CC=C(C=C1)[N+](=O)[O-]